ClC1=C(C2=C(N=C(N(C2=O)C)C(F)(F)F)C(=N1)C1=C(C=C(C=C1)F)F)F 6-chloro-8-(2,4-difluorophenyl)-5-fluoro-3-methyl-2-(trifluoromethyl)pyrido[3,4-d]pyrimidin-4(3H)-one